CC(C(=O)NC1=NC=CC(=C1)OC1=CC=CC=C1)C 2-Methyl-N-(4-phenoxy-2-pyridinyl)propanamide